FC1=C(C=C(C=C1)C(O)C=1SC=CN1)[N+](=O)[O-] (4-fluoro-3-nitrophenyl)(thiazol-2-yl)methanol